(S)-1-(4-(4-fluorobenzo[d]oxazol-2-yl)-6,7-dihydro-1H-imidazo[4,5-c]pyridin-5(4H)-yl)-3-(thiazol-2-yl)propan-1-one FC1=CC=CC2=C1N=C(O2)[C@H]2N(CCC1=C2N=CN1)C(CCC=1SC=CN1)=O